2-ethyl-4,4,5,5-tetramethyl-1,3,2-dioxaborolane C(C)B1OC(C(O1)(C)C)(C)C